[Cr+3].Cl(=O)(=O)[O-].[Na+].Cl(=O)(=O)[O-].Cl(=O)(=O)[O-].Cl(=O)(=O)[O-] sodium chlorate chromium